SCSC1SCSC1SCS 4,5-bis(mercaptomethylthio)-1,3-dithiolane